BrC=1C=C2C=CN(C(C2=CC1F)=O)CCCC(COC(F)F)OC=1C=NN(C(C1C(F)(F)F)=O)COCC[Si](C)(C)C 6-bromo-2-(5-(difluoromethoxy)-4-((6-oxo-5-(trifluoromethyl)-1-((2-(trimethylsilyl)ethoxy)methyl)-1,6-dihydropyridazin-4-yl)oxy)pentyl)-7-fluoroisoquinolin-1(2H)-one